N-benzoyl-O-((1S,3R)-3-(2-(5,6,7,8-tetrahydro-1,8-naphthyridin-2-yl)ethyl)cyclobutyl)homoserine C(C1=CC=CC=C1)(=O)N[C@@H](CCOC1CC(C1)CCC1=NC=2NCCCC2C=C1)C(=O)O